C(C)OC(=O)[C@@H](O)[C@@H](O)[C@@H](O)[C@H](O)CO.FC=1C=C(C=CC1)NC(CNC1=C(C=CC=C1)NC(C)=O)=O N-(3-fluorophenyl)-2-((2-acetamidophenyl)amino)acetamide ethyl-talonate